tert-butyl 3-(4-(2-(trifluoromethyl)phenyl)piperidine-1-carbonyl)-4,6,7,8-tetrahydropyrazolo[4,3-c]azepine-5(1H)-carboxylate FC(C1=C(C=CC=C1)C1CCN(CC1)C(=O)C1=NNC2=C1CN(CCC2)C(=O)OC(C)(C)C)(F)F